2-ethylhexyl 3-[(3-chloro-2-hydroxypyridin-4-yl)sulfanyl]propanoate ClC=1C(=NC=CC1SCCC(=O)OCC(CCCC)CC)O